5-(2-nitrophenyl)sulfonyl-4,6,7,8-tetrahydropyrazolo[1,5-a][1,4]diazepine-2-carbonitrile [N+](=O)([O-])C1=C(C=CC=C1)S(=O)(=O)N1CC=2N(CCC1)N=C(C2)C#N